tert-butyl N-[[4-[2-(2-amino-3-pyridyl)imidazo[4,5-b]pyridin-3-yl]phenyl]methyl]carbamate NC1=NC=CC=C1C1=NC=2C(=NC=CC2)N1C1=CC=C(C=C1)CNC(OC(C)(C)C)=O